(3-(9-ethyl-5-fluoro-9-hydroxy-10,13-dioxo-2,3,9,10,13,15-hexahydro-1H,12H-benzo[de]pyrano[3',4':6,7]indolizino[1,2-b]quinolin-4-yl)propyl)carbamic acid tert-butyl ester C(C)(C)(C)OC(NCCCC1=C2C=3C(=C4C(=NC3C=C1F)C1=CC3=C(C(N1C4)=O)COC(C3(O)CC)=O)CCC2)=O